ClC=1C(=NC(=NC1)N1C(CN(CC1)C(=O)OC(C)(C)C)(C)C)S(=O)(=O)C tert-butyl 4-(5-chloro-4-(methylsulfonyl)pyrimidin-2-yl)-3,3-dimethylpiperazine-1-carboxylate